N[C@@H]1CN(CC[C@H]1F)C1=NC2=C(N1CC(=O)N1C(CCC1)(C)C)C=C(C(=C2)F)F 2-(2-((3R,4R)-3-Amino-4-fluoropiperidin-1-yl)-5,6-difluoro-1H-benzo[d]imidazol-1-yl)-1-(2,2-dimethylpyrrolidin-1-yl)ethan-1-on